COC(=O)C1=NN2C(C(OCC2)C2=C(C=CC=C2)F)=N1 8-(2-fluorophenyl)-6,8-dihydro-5H-[1,2,4]Triazolo[5,1-c][1,4]Oxazine-2-carboxylic acid methyl ester